[Ti].CC1=NNC(=C1)C (3,5-dimethylpyrazole) titanium